BrC1=CC(=C(N)C(=C1)CC)CC 4-bromo-2,6-diethylaniline